5-[(4R,8R,9aS)-8-[6-[(3R,4S)-3-amino-4-fluoro-pyrrolidin-1-yl]-3-pyridyl]-4-methyl-1,3,4,6,7,8,9,9a-octahydropyrido[1,2-a]pyrazin-2-yl]quinoline-8-carbonitrile N[C@@H]1CN(C[C@@H]1F)C1=CC=C(C=N1)[C@H]1C[C@@H]2N([C@@H](CN(C2)C2=C3C=CC=NC3=C(C=C2)C#N)C)CC1